CC(C)OC1=CC=C(C=C1)C=1C=NC=2N(C1)N=CC2C2=CC=NC1=CC=CC=C21 4-[6-[4-(1-Methylethoxy)phenyl]pyrazolo[1,5-a]pyrimidin-3-yl]-quinoline